tetranonyl-ammonium chloride [Cl-].C(CCCCCCCC)[N+](CCCCCCCCC)(CCCCCCCCC)CCCCCCCCC